1-(5-(7-Fluoro-2-(4-(3-methoxypyridin-2-yl)piperazine-1-carbonyl)-4-(4,4,5,5-tetramethyl-1,3,2-dioxaborolan-2-yl)-1H-indol-6-yl)-3,6-dihydropyridin-1(2H)-yl)ethan-1-one FC=1C(=CC(=C2C=C(NC12)C(=O)N1CCN(CC1)C1=NC=CC=C1OC)B1OC(C(O1)(C)C)(C)C)C1=CCCN(C1)C(C)=O